1-tert-butyl 3,5-dimethyl 4-aminopyrazole-1,3,5-tricarboxylate NC=1C(=NN(C1C(=O)OC)C(=O)OC(C)(C)C)C(=O)OC